1-(5-(4-amino-7-cyclopropyl-7H-pyrrolo[2,3-d]pyrimidin-5-yl)-2-(trifluoromethyl)-imidazo[1,2-a]pyridin-8-yl)-3-(4-((4-methylpiperazin-1-yl)-methyl)-3-(trifluoromethyl)-phenyl)urea NC=1C2=C(N=CN1)N(C=C2C2=CC=C(C=1N2C=C(N1)C(F)(F)F)NC(=O)NC1=CC(=C(C=C1)CN1CCN(CC1)C)C(F)(F)F)C1CC1